FC(C=1C=NC(=NC1)N1CCN(CC1)C(=O)O[C@H](CC1=C(NC(C(=C1)C(F)(F)F)=O)C)C)(F)F (S)-1-(2-Methyl-6-oxo-5-(trifluoromethyl)-1,6-dihydropyridin-3-yl)propan-2-yl 4-(5-(trifluoromethyl)pyrimidin-2-yl)piperazine-1-carboxylate